CC(CCC)NC(C(CCN1C2=CC(=CC=C2C=2C=CN=C(C12)C)OC)(C)C)=O N-(1-methylbutyl)-4-(7-Methoxy-1-methyl-β-carbolin-9-yl)-α,α-dimethylbutanamide